(3aR,5s,6aS)-2-(((S)-tetrahydro-2H-pyran-2-yl)methyl-d2)-N-(6-(2,3,5-trifluorophenyl)pyridazin-3-yl)octahydrocyclopenta[c]pyrrol-5-amine O1[C@@H](CCCC1)C(N1C[C@@H]2[C@H](C1)CC(C2)NC=2N=NC(=CC2)C2=C(C(=CC(=C2)F)F)F)([2H])[2H]